(4-(5-((4-amino-2-(pentan-3-ylamino)imidazo[2,1-f][1,2,4]triazin-7-yl)methyl)-3-methylpyridin-2-yl)piperazin-1-yl)-2-(methylamino)ethan-1-one NC1=NC(=NN2C1=NC=C2CC=2C=C(C(=NC2)N2CCN(CC2)C(CNC)=O)C)NC(CC)CC